O=C1NCC=2C(=CC=CC12)C(=O)N oxoisoindoline-4-carboxamide